methyl 2-[[(4R)-2-[[2-chloro-3-[2-chloro-3-[(2-methylpyrido[3,2-d]pyrimidin-4-yl)amino]phenyl]phenyl]carbamoyl]-4,5,6,7-tetrahydropyrazolo[1,5-a]pyridin-4-yl]amino]-2-methyl-propanoate ClC1=C(C=CC=C1C1=C(C(=CC=C1)NC=1C2=C(N=C(N1)C)C=CC=N2)Cl)NC(=O)C2=NN1C([C@@H](CCC1)NC(C(=O)OC)(C)C)=C2